(1R,3S,5R)-2-(2-(3-acetyl-7-methyl-5-(2-methylpyrimidin-5-yl)-1H-indazol-1-yl)acetyl)-5-methyl-N-((S)-2,2,2-trifluoro-1-phenylethyl)-2-azabicyclo[3.1.0]hexane-3-carboxamide C(C)(=O)C1=NN(C2=C(C=C(C=C12)C=1C=NC(=NC1)C)C)CC(=O)N1[C@@H]2C[C@@]2(C[C@H]1C(=O)N[C@H](C(F)(F)F)C1=CC=CC=C1)C